FC1=CC=C(C=C1)CC=1C(NC(NN1)=O)=O 6-(4-Fluorophenylmethyl)-1,2,4-triazine-3,5(2H,4H)-dione